[1,1'-biphenyl]-3,2'-dicarboxaldehyde C1(=CC(=CC=C1)C=O)C=1C(=CC=CC1)C=O